(5'S,7a'R)-5'-phenyl-3-[(pyrrolo[1,2-d][1,2,4]triazin-4-yl)oxy]tetrahydro-3'H-spiro[cyclobutane-1,2'-pyrrolo[2,1-b][1,3]oxazol]-3'-one C1(=CC=CC=C1)[C@@H]1CC[C@H]2OC3(C(N21)=O)CC(C3)OC3=NN=CC=2N3C=CC2